N-(2,2-difluoropropyl)-5-(imidazo[1,2-b]pyridazin-6-yl)-7H-pyrrolo[2,3-d]pyrimidin-2-amine FC(CNC=1N=CC2=C(N1)NC=C2C=2C=CC=1N(N2)C=CN1)(C)F